(R)-1-(3-((4-(2-Azidobutan-2-yl)-6-chloro-2,7-naphthyridin-1-yl)oxy)azetidin-1-yl)ethan-1-one N(=[N+]=[N-])[C@](C)(CC)C1=CN=C(C2=CN=C(C=C12)Cl)OC1CN(C1)C(C)=O